CC(C[Na])N methyl-aminoethyl-sodium